C(=O)O.C1(CC1)C1=CC(=C(C=C1)C=1C=2N(C(=NN1)N[C@H]1CN(CCC1)C)N=C(C2)C)OC(F)(F)F (R)-4-(4-cyclopropyl-2-(trifluoromethoxy)phenyl)-2-methyl-N-(1-methylpiperidin-3-yl)pyrazolo[1,5-d][1,2,4]triazin-7-amine formate